4-(bicyclo[1.1.1]pentan-1-ylamino)-2-((1r,4r)-4-(difluoromethoxy)cyclohexylamino)pyrimidine-5-carboxamide C12(CC(C1)C2)NC2=NC(=NC=C2C(=O)N)NC2CCC(CC2)OC(F)F